4-methoxy-2-oxo-1,2-dihydropyridine-3-carboxamide COC1=C(C(NC=C1)=O)C(=O)N